N-((3R,6S)-6-((2-(5-(2-((3S,5R)-3,5-Dimethylmorpholine-4-carbonyl)-4-fluorophenoxy)pyrimidin-4-yl)-2,7-diazaspiro[3.5]nonan-7-yl)methyl)tetrahydro-2H-pyran-3-yl)propane-2-sulfonamide C[C@@H]1N([C@@H](COC1)C)C(=O)C1=C(OC=2C(=NC=NC2)N2CC3(C2)CCN(CC3)C[C@@H]3CC[C@H](CO3)NS(=O)(=O)C(C)C)C=CC(=C1)F